(4-bromobenzyl)thiazolidin-2-one BrC1=CC=C(CN2C(SCC2)=O)C=C1